C(CCC)C1N(S(C2=C(N(C1)C1=CC=CC=C1)C=C(C(=C2)OC[C@](C(=O)O)(C)OC)SC)(=O)=O)C (S)-3-((3-Butyl-2-methyl-7-(methylthio)-1,1-dioxido-5-phenyl-2,3,4,5-tetrahydro-1,2,5-benzothiadiazepin-8-yl)oxy)-2-methoxy-2-methylpropanoic acid